ClC=1C(=CC2=CN(N=C2C1)C)N=C1NC(N(C(N1CC1=C(C=C(C(=C1)F)F)F)=O)CC1=NN(C=N1)C)=O 6-[(6-chloro-2-methyl-2H-indazol-5-yl)imino]-3-[(1-methyl-1H-1,2,4-triazol-3-yl)methyl]-1-[(2,4,5-trifluorophenyl)methyl]-1,3,5-triazine-2,4-dione